NC1=CC2=C(N(C3=CC=C(C=C23)Cl)C)N=C1C(=O)[O-] 3-amino-6-chloro-9-methyl-9H-pyrido[2,3-b]indole-2-carboxylate